L-aspartic acid tetrasodium [Na].[Na].[Na].[Na].N[C@@H](CC(=O)O)C(=O)O